N-(2-ethyl-5-fluoropyrimidin-4-yl)-6,6-dimethyl-5-{[(2S)-2,4,5,5-tetramethylpiperazin-1-yl]carbonyl}-1,4,5,6-tetrahydropyrrolo[3,4-c]pyrazol-3-amine C(C)C1=NC=C(C(=N1)NC=1C2=C(NN1)C(N(C2)C(=O)N2[C@H](CN(C(C2)(C)C)C)C)(C)C)F